C(C(C)C)(=O)C1C(CCCC1)O 2-isobutyrylcyclohexanol